C(#N)C1=CC=C(C=C1)C1(CCOCC1)NC(=O)[C@H]1N(C[C@@H](C1)O)C([C@H](C(C)(C)C)N1N=NC(=C1)C1CC1)=O (2S,4R)-N-[4-(4-cyanophenyl)tetrahydropyran-4-yl]-1-[(2S)-2-(4-cyclopropyltriazol-1-yl)-3,3-dimethyl-butanoyl]-4-hydroxy-pyrrolidine-2-carboxamide